OC1=C(C=C(CC2C(N(C(N(C2=O)C)=O)C)=O)C=C1)OC 5-(4-Hydroxy-3-methoxybenzyl)-1,3-dimethylpyrimidine-2,4,6(1H,3H,5H)-trione